3-[[4-[(2R)-2-Amino-4-(1-methylcyclobutyl)butoxy]-6-(2,6-dimethylphenyl)pyrimidin-2-yl]sulfamoyl]benzoic acid N[C@@H](COC1=NC(=NC(=C1)C1=C(C=CC=C1C)C)NS(=O)(=O)C=1C=C(C(=O)O)C=CC1)CCC1(CCC1)C